N-ethyl-propionamide C(C)NC(CC)=O